BrC1=C2C=CN3C2=C(C=C1F)C(N1[C@@H](CC3)CN(CC1)C(=O)OC(C)(C)C)=O tert-Butyl (S)-3-bromo-2-fluoro-14-oxo-7,8,8a,9,11,12-hexahydro-10H,14H-pyrazino[1',2':5,6][1,5]diazocino[3,2,1-hi]indole-10-carboxylate